O1C(COCC1)CCS(=O)(=O)Cl 2-(1,4-dioxan-2-yl)ethanesulfonyl chloride